2-Methyl-1,3-thiazole-5-carboxylic acid CC=1SC(=CN1)C(=O)O